7-((8-amino-7-fluoro-6-(8-methyl-2,3-dihydro-1H-pyrido[2,3-B][1,4]oxazin-7-yl)isoquinolin-3-yl)amino)-2-methyl-1,4-dihydroisoquinolin-3(2H)-one NC=1C(=C(C=C2C=C(N=CC12)NC1=CC=C2CC(N(CC2=C1)C)=O)C1=C(C2=C(OCCN2)N=C1)C)F